5-chloro-3-(ethylamino)-1-((2-(trimethylsilyl)ethoxy)methyl)-1H-pyrazolo[4,3-b]pyridine-7-carbaldehyde ClC1=CC(=C2C(=N1)C(=NN2COCC[Si](C)(C)C)NCC)C=O